tert-butyl 9-[4-[4-[(2,6-dioxo-3-piperidyl)amino]phenyl]-1-piperidyl]-9-oxo-nonanoate O=C1NC(CCC1NC1=CC=C(C=C1)C1CCN(CC1)C(CCCCCCCC(=O)OC(C)(C)C)=O)=O